1,1,1,3,3,3-hexafluoropropan-2-yl (±)-1-(methyl(pyridin-3-yl)carbamoyl)-6-azaspiro[2.5]octane-6-carboxylate CN(C(=O)[C@@H]1CC12CCN(CC2)C(=O)OC(C(F)(F)F)C(F)(F)F)C=2C=NC=CC2 |r|